2H-benzotriazol-2-yl-(4-methylphenol) N=1N(N=C2C1C=CC=C2)C2=C(C=CC(=C2)C)O